5-(4-((4-(4-amino-5-methoxy-2-(1-methyl-1H-pyrazol-4-yl)phenyl)piperazin-1-yl)methyl)piperidin-1-yl)-2-(2,6-dioxopiperidin-3-yl)isoindoline-1,3-dione NC1=CC(=C(C=C1OC)N1CCN(CC1)CC1CCN(CC1)C=1C=C2C(N(C(C2=CC1)=O)C1C(NC(CC1)=O)=O)=O)C=1C=NN(C1)C